5-hydroxy-benzene-1,2,4-tricarboxylic acid OC1=C(C=C(C(=C1)C(=O)O)C(=O)O)C(=O)O